ClC1=C(C(=C(C=C1OC)OC)Cl)C1=CC2=C(N=C(N=C2)N[C@H]2[C@H](COC2)NC(C=C)=O)C(=N1)C(C)C N-((3R,4S)-4-((6-(2,6-dichloro-3,5-dimethoxyphenyl)-8-isopropylpyrido[3,4-d]pyrimidin-2-yl)amino)tetrahydrofuran-3-yl)acrylamide